(S)-tert-butyl 4-(1-(2-(tert-butyl) phenyl)-6,7-dichloro-2-oxo-1,2-dihydropyrido[2,3-d]pyrimidin-4-yl)-3-methylpiperazine-1-carboxylate C(C)(C)(C)C1=C(C=CC=C1)N1C(N=C(C2=C1N=C(C(=C2)Cl)Cl)N2[C@H](CN(CC2)C(=O)OC(C)(C)C)C)=O